CC1=CC2=C(N=C(O2)C2=C(C=CC(=C2)N)N)C=C1 (6-methylbenzo[d]oxazol-2-yl)benzene-1,4-diamine